ClC=1C(=CC(=NC1)NC(=S)C1=CN=CN1)C(F)(F)F N-(5-chloro-4-(trifluoromethyl)pyridin-2-yl)thioimidazole-5-carboxamide